OC1=C(C(=O)NC2=NNC=N2)C=CC=C1 2-hydroxy-N-1H-1,2,4-triazole-3-yl-benzamide